(S)-2-(3-((2-(cyclopropylamino)-5-methylpyrimidin-4-yl)oxy)pyrrolidin-1-yl)-N-(3-(2-((1,5-dimethyl-1H-pyrazol-3-yl)amino)-5-methylpyrimidin-4-yl)-1H-indol-7-yl)acetamide C1(CC1)NC1=NC=C(C(=N1)O[C@@H]1CN(CC1)CC(=O)NC=1C=CC=C2C(=CNC12)C1=NC(=NC=C1C)NC1=NN(C(=C1)C)C)C